OC(CCOC1=CC(=C(C(=C1)C)B(O)O)C)(C)C 4-(3-hydroxy-3-methyl-butoxy)-2,6-dimethyl-phenylboronic acid